1-(piperidin-1-yl)cyclobutane-1-carbonitrile N1(CCCCC1)C1(CCC1)C#N